N(=[N+]=[N-])C[C@@H]1[C@H]([C@H]([C@@H](O1)N1C(N=C(C=C1)NC(C1=CC=CC=C1)=O)=O)F)O N-[1-[(2R,3R,4R,5R)-5-(azidomethyl)-3-fluoro-4-hydroxy-tetrahydrofuran-2-yl]-2-oxo-pyrimidin-4-yl]benzamide